(E)-3-(2-(4-(1-(4-chlorophenyl)cyclopropane-1-carbonyl)piperazin-1-yl)phenyl)-N-hydroxyacrylamide ClC1=CC=C(C=C1)C1(CC1)C(=O)N1CCN(CC1)C1=C(C=CC=C1)/C=C/C(=O)NO